2-(dimethylamino)-1-(5-fluoro-1H-indol-3-yl)ethan-1-one CN(CC(=O)C1=CNC2=CC=C(C=C12)F)C